2,3-diamino-D-mannuronic acid N[C@](C=O)(O)[C@@](O)([C@H](O)[C@H](O)C(=O)O)N